(3-(7-(5,6-dicarboxy-3-oxohexyl)-2,8,12,17-tetramethyl-13,18-divinyl-7H,8H-porphyrin-3-yl)propanoyl)-L-aspartic acid C(=O)(O)C(CC(CCC1C2=CC3=C(C(=C(N3)C=C3C(=C(C(C=C4C(=C(C(=CC(C1C)=N2)N4)C)C=C)=N3)C)C=C)C)CCC(=O)N[C@@H](CC(=O)O)C(=O)O)=O)CC(=O)O